Bifurfural C(C1=CC=CO1)(CC1=CC=CO1)=O